ClC=1C=C(C=C(C1OC=1C=C2C3(C(NC2=CC1)=O)CCC3)Cl)N3N=CC(NC3=O)=O 2-(3,5-dichloro-4-((2'-oxospiro[cyclobutane-1,3'-indolin]-5'-yl)oxy)phenyl)-1,2,4-triazine-3,5(2H,4H)-dione